Ethyl N,N-dimethyl-4-aminobutyrate CN(CCCC(=O)OCC)C